C(#N)C=1C(=NC(=C(C1CC)C#N)N1CCC(CC1)O)SC(C(=O)N)C1=CC=CC=C1 2-((3,5-dicyano-4-ethyl-6-(4-hydroxypiperidin-1-yl)pyridin-2-yl)thio)-2-phenylacetamide